3-((3-fluorobenzyl)(methyl)amino)-7,8,8a,9-tetrahydropyrrolo[1',2':3,4]imidazo[1,2-c]pyrimidin-1(6H)-one FC=1C=C(CN(C=2C=C3N(C(N2)=O)CC2N3CCC2)C)C=CC1